2-[3-(4-ethylpyrazol-1-yl)-1-[2-(1H-triazol-5-ylamino)-[1,2,4]triazolo[1,5-a]pyridin-8-yl]azetidin-3-yl]acetonitrile C(C)C=1C=NN(C1)C1(CN(C1)C=1C=2N(C=CC1)N=C(N2)NC2=CN=NN2)CC#N